C(=CC=CCCCCCCCCCCCCCC)C(CC=CO)(C=CCCCCCCCCCCCCCCCCC)O 4-[(9z,12z)-octadecadienyl]-(13z,16z)-tricosadien-1,4-diol